(S)-4-(2-(2-(3,4-difluorophenyl)acetylamino)-2-(4-ethylthiazol-2-yl)ethyl)phenylaminosulfonic acid FC=1C=C(C=CC1F)CC(=O)N[C@@H](CC1=CC=C(C=C1)NS(=O)(=O)O)C=1SC=C(N1)CC